ClC1=C(C=CC=C1C1=C2C=NN(C2=CC=C1)C)NC(=O)C=1SC=2CNCCC2N1 N-(2-chloro-3-(1-methyl-1H-indazol-4-yl)phenyl)-4,5,6,7-tetrahydrothiazolo[5,4-c]pyridine-2-carboxamide